4,5-dibromo-2-[(4-methoxyphenyl)methyl]-2,3-dihydropyridazin-3-one BrC=1C(N(N=CC1Br)CC1=CC=C(C=C1)OC)=O